NC1=C(C=C(N=N1)C1=C(C=CC=C1)O)C=1C=NN(C1)C1CCNCC1 2-[6-amino-5-[1-(4-piperidyl)pyrazol-4-yl]pyridazin-3-yl]phenol